(R)-8-cyclopentyl-7-ethyl-2-[(2-isopropyl-6-methoxy-1-oxoisoindolin-5-yl)amino]-5-methyl-7,8-dihydropterin C1(CCCC1)N1C(CN(C=2C(N[C@](NC12)(N)NC=1C=C2CN(C(C2=CC1OC)=O)C(C)C)=O)C)CC